tert-butyl (2R,3R)-3-(amino methyl)-2-methylpyrrolidine-1-carboxylate NC[C@@H]1[C@H](N(CC1)C(=O)OC(C)(C)C)C